C(C)C=1CS(=O)(=O)CC1 3-ethyl-sulfolene